dichlorohexyl carbonate C(OCCCCCC(Cl)Cl)([O-])=O